ClC1=C(C=2N=C(N=C(C2C=N1)N1C[C@@H]2C([C@@H]2C1)NC(OC(C)(C)C)=O)OC[C@]12CCCN2C[C@@H](C1)F)F tert-butyl ((1R,5S,6R)-3-(7-chloro-8-fluoro-2-(((2R,7aS)-2-fluorohexahydro-1H-pyrrolizin-7a-yl)methoxy)pyrido[4,3-d]pyrimidin-4-yl)-3-azabicyclo[3.1.0]hexan-6-yl)carbamate